trans-N-(1-(cyanomethyl)-4-(6-methylpyridin-3-yl)pyrrolidin-3-yl)-2,2-dimethyl-3-((3-(trifluoromethyl)pyridin-2-yl)oxy)propanamide C(#N)CN1C[C@H]([C@@H](C1)C=1C=NC(=CC1)C)NC(C(COC1=NC=CC=C1C(F)(F)F)(C)C)=O